N-(5-fluoro-4-(piperidin-1-yl)pyridine-3-yl)-1,1-diphenylmethanimine FC=1C(=C(C=NC1)N=C(C1=CC=CC=C1)C1=CC=CC=C1)N1CCCCC1